bis(triisopropylphosphine) palladium (acetate) tetrakis(pentafluorophenyl)borate FC1=C(C(=C(C(=C1[B-](C1=C(C(=C(C(=C1F)F)F)F)F)(C1=C(C(=C(C(=C1F)F)F)F)F)C1=C(C(=C(C(=C1F)F)F)F)F)F)F)F)F.C(C)(=O)[O-].[Pd+2].C(C)(C)P(C(C)C)C(C)C.C(C)(C)P(C(C)C)C(C)C